trimethyl(ethylthio)silane C[Si](SCC)(C)C